C1CCCC12CCC(CC2)SCC=2N=NNC2C(=O)O 4-((spiro[4.5]dec-8-ylthio)methyl)-1H-1,2,3-triazole-5-carboxylic acid